C1=NC=C(C2=CC=CC=C12)N1C(N(C[C@@H]1C#N)C1=NC(=CC=C1OC)C(F)(F)F)=O (R)-3-(isoquinolin-4-yl)-1-(3-methoxy-6-(trifluoromethyl)pyridin-2-yl)-2-oxoimidazolidine-4-carbonitrile